C(CC(=O)OCC=C)(=O)OCC=C.[Li] lithium bis(allyl) malonate